acrylic acid cerium [Ce].C(C=C)(=O)O